dichlorobis(p-methylisopropylphenyl)ruthenium (II) Cl[Ru-2](C1=C(C=C(C=C1)C)C(C)C)(C1=C(C=C(C=C1)C)C(C)C)Cl